Benzyl 3-amino-6,10-anhydro-8-O-[(3R)-3-(decanoyloxy) tetradecanoyl]-2,3,4,5,7-pentadeoxy-7-{[(2,2,2-trichloroethoxy) carbonyl] amino}-D-erythro-L-galacto-undeconate N[C@H](CC(=O)OCC1=CC=CC=C1)CC[C@H]1[C@@H]([C@@H](OC(C[C@@H](CCCCCCCCCCC)OC(CCCCCCCCC)=O)=O)[C@H](O)[C@H](O1)CO)NC(=O)OCC(Cl)(Cl)Cl